(R)-1-(2,2-dimethyl-4-(4-((1-(2-methyl-3-(trifluoromethyl)phenyl)ethyl)amino)quinolin-6-yl)piperazin-1-yl)ethan-1-one CC1(N(CCN(C1)C=1C=C2C(=CC=NC2=CC1)N[C@H](C)C1=C(C(=CC=C1)C(F)(F)F)C)C(C)=O)C